OC1=C(C=C(C=C1)/C=C/C(=O)O)Br trans-3-(4-hydroxy-3-bromophenyl)acrylic acid